[Zr].CCC(CC(C)=O)=O mono(3,5-hexanedione) zirconium